(S)-6-((S)-(3,4-difluorophenyl)(4-fluorophenyl)methyl)-11-hydroxy-5H-imidazo[2',1':3,4]pyrazino[1,2-b]pyridazin-10(6H)-one FC=1C=C(C=CC1F)[C@@H]([C@H]1CN2C(C=3N1N=CC(C3O)=O)=NC=C2)C2=CC=C(C=C2)F